tert-butyl (3R)-3-(3-(((benzyloxy)carbonyl)amino)-N-(8-methylisoquinolin-1-yl)piperidine-1-carboxamido)piperidine-1-carboxylate C(C1=CC=CC=C1)OC(=O)NC1CN(CCC1)C(=O)N(C1=NC=CC2=CC=CC(=C12)C)[C@H]1CN(CCC1)C(=O)OC(C)(C)C